methyl (S)-2-(piperidin-3-yl)acetate hydrochloride Cl.N1C[C@@H](CCC1)CC(=O)OC